1,4-di-(4'-fluorobenzoyl)benzene FC1=CC=C(C(=O)C2=CC=C(C=C2)C(C2=CC=C(C=C2)F)=O)C=C1